C(C)(=O)N[C@H](C(=O)N[C@H](C(=O)O)CCC(C)(C)C)CC1=CN(C2=CC=CC=C12)C (2S)-2-((2S)-2-acetamido-3-(1-methyl-1H-indol-3-yl)propanamido)-5,5-dimethylhexanoic acid